2-((2-chloro-5-((methylsulfonyl)methyl)pyrimidin-4-yl)oxy)-5,6,8,9,10,11-hexahydro-7H-pyrido[3',4':4,5]pyrrolo[2,3-f]isoquinolin-7-one ClC1=NC=C(C(=N1)OC=1N=CC=2CCC3=C(C2C1)NC1=C3C(NCC1)=O)CS(=O)(=O)C